2-(9H-fluoren-9-ylmethoxycarbonylamino)acetic acid C1=CC=CC=2C3=CC=CC=C3C(C12)COC(=O)NCC(=O)O